tert-butyl 4-(3,4-dihydro-2H-1,4-benzothiazin-8-yl)piperidine-1-carboxylate S1CCNC2=C1C(=CC=C2)C2CCN(CC2)C(=O)OC(C)(C)C